β-Hydroxy-β-methyl-δ-valerolactone OC1(CC(=O)OCC1)C